ClC1=CC=2C3=C(C(=NC2C(=C1C1=C2C=NNC2=CC(=C1C)Cl)F)OC[C@H]1N(CCC1)C)C=NN3[C@@H]3C[C@H](NCC3)CC#N ((2S,4S)-4-(8-chloro-7-(6-chloro-5-methyl-1H-indazol-4-yl)-6-fluoro-4-(((S)-1-methylpyrrolidin-2-yl)methoxy)-1H-pyrazolo[4,3-c]quinolin-1-yl)piperidin-2-yl)acetonitrile